(R)-((1-(1-(4,4-difluorocyclohexyl)pyrrolidin-3-yl)-1H-pyrazol-4-yl)methyl)carbamic acid tert-butyl ester C(C)(C)(C)OC(NCC=1C=NN(C1)[C@H]1CN(CC1)C1CCC(CC1)(F)F)=O